N1(CCC1)C(CN1N=CC2=NC=C(C=C21)C2=C(C(=CC=C2)C(F)(F)F)F)=O 1-(Azetidin-1-yl)-2-[6-[2-fluoro-3-(trifluoromethyl)phenyl]pyrazolo[4,3-b]pyridin-1-yl]ethanone